ClC=1C(=NC=CC1)N(C[C@@H]1NCCC1)C 3-chloro-N-methyl-N-[(2R)-pyrrolidin-2-ylmethyl]pyridin-2-amine